tert-butyl (E)-3-(4-(1-methoxy-2-methyl-1-oxopropan-2-yl)phenyl)acrylate COC(C(C)(C)C1=CC=C(C=C1)/C=C/C(=O)OC(C)(C)C)=O